[4-tert-butyl-2-(5-tert-butyl-2-oxo-3H-benzo-furan-3-yl)phenyl] 3-(3,5-di-tert-butyl-4-hydroxy-phenyl)propanoate C(C)(C)(C)C=1C=C(C=C(C1O)C(C)(C)C)CCC(=O)OC1=C(C=C(C=C1)C(C)(C)C)C1C(OC2=C1C=C(C=C2)C(C)(C)C)=O